NC1=CC(=C(C=C1)N1CCC(CC1)CN1CCN(CC1)C(=O)OC(C)(C)C)OC tertiary butyl 4-((1-(4-amino-2-methoxyphenyl)piperidin-4-yl)methyl)piperazin-1-carboxylate